OC1=C(C(=CC(=C1S(=O)(=O)[O-])CCCCC)O)C1C(CCC(=C1)C)C(=C)C.[Na+] sodium 2,6-dihydroxy-5'-methyl-4-pentyl-2'-(prop-1-en-2-yl)-1',2',3',4'-tetrahydro-[1,1-biphenyl]-3-sulfonate